6-(4-((1R,5S)-3,8-diazabicyclo[3.2.1]octan-8-yl)-2-(((S)-1-methylpyrrolidin-2-yl)methoxy)quinazolin-7-yl)picolinamide [C@H]12CNC[C@H](CC1)N2C2=NC(=NC1=CC(=CC=C21)C2=CC=CC(=N2)C(=O)N)OC[C@H]2N(CCC2)C